C(CCCCCCCCCCCCCCCCC)C1=C(C(=O)[O-])C=C(C(=C1O)O)O Stearylgallat